2-((2,2'-dimethyl-[1,1'-biphenyl]-4-yl)oxy)-5-nitropyridine CC1=C(C=CC(=C1)OC1=NC=C(C=C1)[N+](=O)[O-])C1=C(C=CC=C1)C